4-(2-((4'-(5-(Trifluoromethyl)-1,2,4-oxadiazol-3-yl)-[2,2'-bipyridin]-4-yl)oxy)ethyl)morpholine FC(C1=NC(=NO1)C1=CC(=NC=C1)C1=NC=CC(=C1)OCCN1CCOCC1)(F)F